BrC1=C(C=C(C=C1)C(F)(F)F)OCC(OCC)OCC 1-Bromo-2-(2,2-diethoxyethoxy)-4-(trifluoromethyl)benzene